OCC1=CC(=C(CN2C(C=CC=C2)=O)C=C1)S(=O)(=O)C 1-(4-(hydroxymethyl)-2-(methylsulfonyl)benzyl)pyridin-2(1H)-one